1,1-dimethyl-3,5-dimethylenepiperidinium C[N+]1(CC(CC(C1)=C)=C)C